(1-(difluoromethyl) cyclopropyl)-2-methyl-1,7-dioxo-1,2,6,7-tetrahydropyrido[3,4-d]pyridazin-4-yl 2,4,6-triisopropylbenzenesulfonate C(C)(C)C1=C(C(=CC(=C1)C(C)C)C(C)C)S(=O)(=O)OC1=NN(C(C=2C1=C(NC(C2)=O)C2(CC2)C(F)F)=O)C